C1(CCCC1)C1=CC=C(C=C1)\C=C/1\C(=C(C2=CC(=CC=C12)F)CC(=O)O)C 2-[(1Z)-1-[(4-cyclopentylphenyl)methylene]-5-fluoro-2-methyl-1H-inden-3-yl]acetic acid